3-Bromo-4-methoxybenzofuran-6-carboxylic acid ethyl ester C(C)OC(=O)C1=CC2=C(C(=CO2)Br)C(=C1)OC